(1S,3R)-1-(4-bromo-2-methoxyphenyl)-2-(2,2-difluoro-3-methoxypropyl)-3,5-dimethyl-1,2,3,4-tetrahydroisoquinolin-6-amine BrC1=CC(=C(C=C1)[C@H]1N([C@@H](CC2=C(C(=CC=C12)N)C)C)CC(COC)(F)F)OC